BrC=1C(=CC(=C(C=NC2C(CN(CC2)C(=O)OC(C)(C)C)(F)F)C1)[N+](=O)[O-])OC tert-Butyl 4-((5-bromo-4-methoxy-2-nitrobenzylidene)amino)-3,3-difluoropiperidine-1-carboxylate